C1(CCCC1)[C@@H](C(=O)N[C@H](C(=O)OC(C)C)CCC(C=[N+]=[N-])=O)OCC isopropyl (S)-2-((S)-2-cyclopentyl-2-ethoxyacetamido)-6-diazo-5-oxohexanoate